(3R)-2-(3,4-Dichlorobenzoyl)-9-{(1R)-1-[4-(difluoromethoxy)phenyl]ethyl}-3-methyl-1,2,3,4,8,9-hexahydropyrido[4',3':3,4]pyrazolo[1,5-a]pyrazin-10(7H)-one ClC=1C=C(C(=O)N2CC=3C(=NN4C3C(N(CC4)[C@H](C)C4=CC=C(C=C4)OC(F)F)=O)C[C@H]2C)C=CC1Cl